[[(7R)-8-cyclopentyl-7-ethyl-5-methyl-6-oxo-7H-pteridin-2-yl]amino]-3-methoxy-N-[6-(4-piperidyloxy)hexyl]benzamide C1(CCCC1)N1[C@@H](C(N(C=2C=NC(=NC12)NC1=C(C(=O)NCCCCCCOC2CCNCC2)C=CC=C1OC)C)=O)CC